C(OCC1=CC=C(C=C1)NC([C@H](C)NC([C@H](C(C)C)NC(CCCCCN1C(C=CC1=O)=O)=O)=O)=O)(OC1=CC=C(C=C1)[N+](=O)[O-])=O [4-[[(2S)-2-[[(2S)-2-[6-(2,5-dioxopyrrol-1-yl)hexanoylamino]-3-methyl-butanoyl]amino]propanoyl]amino]phenyl]methyl (4-nitrophenyl) carbonate